(R)-N7-(1-methylpiperidin-3-yl)-2-(1H-pyrazol-5-yl)thieno[3,2-b]pyridine-5,7-diamine CN1C[C@@H](CCC1)NC1=C2C(=NC(=C1)N)C=C(S2)C2=CC=NN2